2-Amino-6-(2-hydroxyethyl)-7-oxo-6-phenyl-4,5,6,7-tetrahydrobenzo[b]thiophene-3-carboxylic acid NC1=C(C2=C(S1)C(C(CC2)(C2=CC=CC=C2)CCO)=O)C(=O)O